NC1=C2N=CN(C2=NC=N1)CC1=C(C=CC(=C1CNC(=O)OC)F)N1C[C@](CC1)(C(NC1CC1)=O)NC(OC(C)(C)C)=O tert-butyl (R)-(1-(2-((6-amino-9H-purin-9-yl)methyl)-4-fluoro-3-(((methoxycarbonyl)amino)methyl)phenyl)-3-(cyclopropylcarbamoyl)pyrrolidin-3-yl)carbamate